C1(CC1)C1=CC=C(C=C1)[C@@H]1[C@H](C1)C=1C=2N(N=C(C1)C=1C(=NC(=NC1)OC)OC)C=CN2 8-((1S,2S)-2-(4-cyclopropylphenyl)cyclopropyl)-6-(2,4-dimethoxypyrimidin-5-yl)imidazo[1,2-b]pyridazine